perfluoroepoxypropane FC1(C(C(F)(F)F)(O1)F)F